ClC=1C=C(C=C(C1C(=O)OC)Cl)COCCCN1N=NC2=C1C=CC(=C2C)C(C2=CC=C1CCN(CC1=C2)C(=O)OC(C)(C)C)O tert-butyl 7-[[1-(3-[[3,5-dichloro-4-[methoxycarbonyl]phenyl]methoxy]propyl)-4-methyl-1H-1,2,3-benzotriazol-5-yl][hydroxy]methyl]-1,2,3,4-tetrahydroisoquinoline-2-carboxylate